ethyl 5-biphenyl-4-yl-4-(3-carboxypropionylamino)-2-methylpentanoate C1(=CC=C(C=C1)CC(CC(C(=O)OCC)C)NC(CCC(=O)O)=O)C1=CC=CC=C1